1,2-diheptadecylbenzimidazole C(CCCCCCCCCCCCCCCC)N1C(=NC2=C1C=CC=C2)CCCCCCCCCCCCCCCCC